NC1=NC(N(C=C1F)[C@@H]1O[C@]([C@H](C1)OCC1=CC=CC=C1)(C)COCC1=CC=CC=C1)=O 4-amino-1-((2R,4S,5R)-4-(benzyloxy)-5-((benzyloxy)methyl)-5-methyltetrahydrofuran-2-yl)-5-fluoropyrimidin-2(1H)-one